C1(CC1)NC=1C=C(C=CC1)C=1C=CC(=NC1)N 5-[3-(cyclopropylamino)phenyl]Pyridin-2-amine